SC1=NC(=C2NC=NC2=N1)O 2-mercapto-6-hydroxypurine